4-[4-[[1-(fluoromethyl)cyclopropyl]amino]-1-piperidyl]-N-(8-fluoro-2-methyl-imidazo[1,2-a]pyridin-6-yl)-2-methyl-indazole-7-carboxamide FCC1(CC1)NC1CCN(CC1)C=1C2=CN(N=C2C(=CC1)C(=O)NC=1C=C(C=2N(C1)C=C(N2)C)F)C